1-octadecanoyl-2-(11Z,14Z-eicosadienoyl)-sn-glycero-3-phosphocholine CCCCCCCCCCCCCCCCCC(=O)OC[C@H](COP(=O)([O-])OCC[N+](C)(C)C)OC(=O)CCCCCCCCC/C=C\C/C=C\CCCCC